(S)-11-(4-chlorothien-2-yl)-8-((3S,5r)-3,5-dimethylpiperazin-1-yl)-3-(pyridin-4-yl)-10-(trifluoromethyl)-3,4-dihydro-2h,6h-[1,4]thiazepino[2,3,4-ij]quinazolin-6-one ClC=1C=C(SC1)C1=C(C=C2C(=NC(N3C2=C1SC[C@H](C3)C3=CC=NC=C3)=O)N3C[C@@H](N[C@@H](C3)C)C)C(F)(F)F